N-phenyl-N-tertiary butoxycarbonyl-difluoroacetamide C1(=CC=CC=C1)N(C(C(F)F)=O)C(=O)OC(C)(C)C